N-(N,N-dimethylamino)-2-(6-fluorobenzo[d]oxazol-2-yl)-6-methoxy-5-((4-methoxybenzyl)oxy)-1,2,3,4-tetrahydroisoquinoline-3-carboxamide CN(C)NC(=O)C1N(CC2=CC=C(C(=C2C1)OCC1=CC=C(C=C1)OC)OC)C=1OC2=C(N1)C=CC(=C2)F